OC1=CC=2C3=C(NC2C=C1)[C@@H](CC3)CC(=O)O (S)-2-(7-hydroxy-1,2,3,4-tetrahydrocyclopenta[b]indol-3-yl)acetic acid